C1(CCCC1)[C@H](C(=O)OCC1=CC=CC=C1)O Benzyl (R)-2-cyclopentyl-2-hydroxyacetate